ClC=1C=CC2=C(NC(=N2)CCO)C1 2-(6-chloro-1H-benzimidazol-2-yl)ethanol